1-isopropyl-6-(tetrahydrofuran-3-yl)-1H-pyrazolo[3,4-d]pyrimidin-4(7H)-one C(C)(C)N1N=CC2=C1NC(=NC2=O)C2COCC2